N-(3-chlorophenyl)-5-methyl-1H-benzimidazole-2-carboxamide ClC=1C=C(C=CC1)NC(=O)C1=NC2=C(N1)C=CC(=C2)C